C(C)(C)(C)OC(=O)N1CC(C1)S 3-Mercaptoazetidine-1-carboxylic acid tert-butyl ester